OC[C@@H]1CN(CCN1)C(=O)OC(C)(C)C tert-Butyl (S)-3-(hydroxymethyl)piperazine-1-carboxylate